8-(Furan-3-yl)-2-methyl-3-(3-(1,2,3,4-tetrahydroisoquinoline-2-carbonyl)phenyl)-5,6-dihydro-2H-2,6-methanobenzo[g][1,3,5]oxadiazocin-4(3H)-one O1C=C(C=C1)C=1C=CC2=C(C3NC(N(C(O2)(C3)C)C3=CC(=CC=C3)C(=O)N3CC2=CC=CC=C2CC3)=O)C1